FC([C@@H](C1=CC=C(C=C1)F)N1N=C(C(=C1)B1OC(C(O1)(C)C)(C)C)C)(C)F (R)-1-(2,2-difluoro-1-(4-fluorophenyl)propyl)-3-methyl-4-(4,4,5,5-tetramethyl-1,3,2-dioxaborolan-2-yl)-1H-pyrazole